C(CCC)[P+](CC)(CC)CC butyltriethylphosphonium